dichloroiodomethane ClC(I)Cl